C1(CC1)C=1C=NN(C1CO[C@H]1[C@@H]2CN([C@H](C1)C2)C2=CC(=C(C(=O)O)C=C2)F)C2=C(C=CC=C2C)C 4-[(1S,4S,5R)-5-[[4-cyclopropyl-1-(2,6-dimethylphenyl)-1H-pyrazol-5-yl]methoxy]-2-azabicyclo[2.2.1]heptan-2-yl]-2-fluorobenzoic acid